O\C=C(/C=O)\C(C)(C)C (Z)-2-(hydroxymethylene)-3,3-dimethylbutyraldehyde